N-(4-butoxybenzyl)-N-ethyl-amine C(CCC)OC1=CC=C(CNCC)C=C1